Cl.Cl.CN1C=C(C[C@@H](N)C(=O)OC[C@H](N)C(=O)O)C2=CC=CC=C12 O-(1-methyl-D-tryptophanyl)-L-serine dihydrochloride